BrC1=NN2C(CN(CC2)C(=O)OC(C)(C)C)=C1C1=CC=NC=C1 tert-butyl 2-bromo-3-(pyridin-4-yl)-6,7-dihydropyrazolo[1,5-a]pyrazine-5(4H)-carboxylate